methyl-triphenyl-phosphane CC1=C(C=CC=C1)P(C1=CC=CC=C1)C1=CC=CC=C1